(2R)-7-bromo-2-methyl-4-[(3-methylphenyl)methyl]-2H-1,4-benzoxazin-3-one BrC1=CC2=C(N(C([C@H](O2)C)=O)CC2=CC(=CC=C2)C)C=C1